IC=1C=C2[C@@](C(N(C2=CC1)C)=O)(C(=O)OC)C Methyl (S)-5-iodo-1,3-dimethyl-2-oxoindoline-3-carboxylate